methyl (4-chloro-2'-fluoro-[1,1'-biphenyl]-4-carbonyl)glycinate ClC1(CC=C(C=C1)C1=C(C=CC=C1)F)C(=O)NCC(=O)OC